CC(C)(OC(=O)NCCC(=O)O)C N-[(1,1-dimethylethoxy)carbonyl]Beta-alanine